3-Methyl-5-[2-(5-trifluoromethoxy-quinoline-8-sulfonylamino)-phenylethynyl]-pyridine-2-carboxylic acid CC=1C(=NC=C(C1)C#CC1=C(C=CC=C1)NS(=O)(=O)C=1C=CC(=C2C=CC=NC12)OC(F)(F)F)C(=O)O